benzyl 2-((tert-butoxycarbonyl) amino)-2-methylpropionate C(C)(C)(C)OC(=O)NC(C(=O)OCC1=CC=CC=C1)(C)C